COCC1=CC=C(C=C1)Cl 4-(methoxymethyl)chlorobenzene